N'-chloro-2,2-difluoro-acetamidine ClN=C(C(F)F)N